(R)-N-(2,3-dihydro-1H-inden-5-yl)-3-(3-fluoro-4-methylphenyl)-3-(1,2,4-thiadiazol-5-yl)pyrrolidine-1-carboxamide C1CCC2=CC(=CC=C12)NC(=O)N1C[C@](CC1)(C1=NC=NS1)C1=CC(=C(C=C1)C)F